Alanyl-L-Glutamine N[C@@H](C)C(=O)N[C@@H](CCC(N)=O)C(=O)O